NC1=CC=C(C=C1)S(=O)(=O)N1CC(N(CC1)C(C1=CC(=C(C(=C1)OCC1=CC=CC=C1)OCC1=CC=CC=C1)OCC1=CC=CC=C1)=O)C(=O)O 4-((4-aminophenyl)sulfonyl)-1-(3,4,5-tri(benzyloxy)benzoyl)piperazine-2-carboxylic acid